N-cyclopropyl-3,4-dimethylpyrimido[4',5':4,5]thieno[2,3-c]pyridazin-8-amine C1(CC1)NC1=NC=NC2=C1SC=1N=NC(=C(C12)C)C